2-(2-vinylpiperazine-1-yl)ethane-1-amine C(=C)C1N(CCNC1)CCN